BrC1=C2C(=C(N(C2=CC=C1Cl)CCCOC1=CC(=CC2=CC(=CC=C12)F)SCC1=CC=C(C=C1)OC)C(=O)OC)C=O Methyl 4-bromo-5-chloro-1-(3-((6-fluoro-3-((4-methoxybenzyl)thio)naphthalen-1-yl)oxy)propyl)-3-formyl-1H-indole-2-carboxylate